C(C)(C)NC(O[C@H]1C[C@H](CC1)C1=NNC(=C1)NC=1C=CC=C2C(CS(CC12)(=O)=O)O)=O (1R,3S)-3-(5-((4-hydroxy-2,2-dioxidoisothiochroman-8-yl)amino)-1H-pyrazol-3-yl)cyclopentyl isopropylcarbamate